(R)-2-(1-(3-(benzo[b]thiophen-3-yl)phenyl)cyclopropyl)-6-(2-hydroxy-2-(3-(trifluoromethyl)phenyl)acetyl)-3,5,6,7,8,9-hexahydro-4H-pyrimido[5,4-c]azepin-4-one S1C2=C(C(=C1)C=1C=C(C=CC1)C1(CC1)C=1NC(C=3CN(CCCC3N1)C([C@@H](C1=CC(=CC=C1)C(F)(F)F)O)=O)=O)C=CC=C2